BrC=1C=C(C=2C(=NN(C2C1)C)NC)N 6-bromo-N,1-dimethyl-1H-indazole-3,4-diamine